N[C@]1(CN(CC1)C1=C(C(=C(C=C1)F)CN1CC(C1)F)CN1C2=NC=NC(=C2N=C1)N)C(=O)NC1CC1 (R)-3-amino-1-(2-((6-amino-9H-purin-9-yl)methyl)-4-fluoro-3-((3-fluoroazetidin-1-yl)methyl)phenyl)-N-cyclopropylpyrrolidine-3-carboxamide